2-(2-(1H-tetrazol-5-yl)-5-methoxyphenyl)-5-(1H-1,2,3-triazol-4-yl)isoindoline-1,3-dione N1N=NN=C1C1=C(C=C(C=C1)OC)N1C(C2=CC=C(C=C2C1=O)C=1N=NNC1)=O